FC=1C=C2C(=CNC(C2=CC1F)=O)[C@@H](C)N(C(C1=CC(=CC=C1)C(F)F)=O)C |r| Racemic-N-(1-(6,7-difluoro-1-oxo-1,2-dihydroisoquinolin-4-yl)ethyl)-3-(difluoromethyl)-N-methylbenzamide